3-Ethyl-2-[hydroxy-(5-methyl-thiophen-2-yl)phenyl-methyl]-7-methoxy-imidazo[1,2-a]pyridine-6-carboxylic acid (1-ethyl-1H-[1,2,4]triazol-3-yl)-amide C(C)N1N=C(N=C1)NC(=O)C=1C(=CC=2N(C1)C(=C(N2)C(C2=CC=CC=C2)(C=2SC(=CC2)C)O)CC)OC